C(#N)C=1C=CC(=C(C1)C=1N=C(OC1)C(=O)N[C@H]1CN([C@H](C1)COC)C#N)OC 4-(5-cyano-2-methoxyphenyl)-N-((3R,5R)-1-cyano-5-(methoxymethyl)pyrrolidin-3-yl)oxazole-2-carboxamide